borate sulfur [S+2].B([O-])([O-])[O-].B([O-])([O-])[O-].[S+2].[S+2]